(S)-1-(1-(1-(1H-1,2,4-triazol-1-yl)isoquinolin-4-yl)ethyl)-3-(3-chloro-4-fluorophenyl)-1-isobutyl-urea N1(N=CN=C1)C1=NC=C(C2=CC=CC=C12)[C@H](C)N(C(=O)NC1=CC(=C(C=C1)F)Cl)CC(C)C